[6-[2-methylsulfonyl-4-(trifluoromethyl)phenyl]-2-azaspiro[3.3]heptan-2-yl]-[(3S)-3-(4H-1,2,4-triazol-3-yl)pyrrolidin-1-yl]methanone CS(=O)(=O)C1=C(C=CC(=C1)C(F)(F)F)C1CC2(CN(C2)C(=O)N2C[C@H](CC2)C2=NN=CN2)C1